C1(=CC=CC=C1)N1N=CC(=C1)C=1C=C(SC1)C(=O)N([C@H]1CNCC1)CCC 4-(1-phenyl-1H-pyrazol-4-yl)-N-propyl-N-[(3R)-pyrrolidin-3-yl]thiophene-2-carboxamide